N1=C(C=CC=C1)[C@]1(COCC1)C(=O)N1CC2=NN(C=C2C1)S(=O)(=O)C=1C=CC2=C(NCCO2)C1 6-({5-[(3R)-3-(pyridin-2-yl)oxolane-3-carbonyl]-2H,4H,5H,6H-pyrrolo[3,4-c]pyrazol-2-yl}sulfonyl)-3,4-dihydro-2H-1,4-benzoxazine